COC(=O)C1CN(C2=CC=CC=C12)C1=NC(=NC=C1C(F)F)Cl 1-(2-chloro-5-(difluoromethyl)pyrimidin-4-yl)indoline-3-carboxylic acid methyl ester